N-(4-(4,4,5,5-tetramethyl-1,3,2-dioxaborolan-2-yl)phenyl)methacrylamide CC1(OB(OC1(C)C)C1=CC=C(C=C1)NC(C(=C)C)=O)C